OC[C@H](CC)NC1=NC=C(C(=N1)C1=CNC2=C(C=CC=C12)P(C)(C)=O)C(F)(F)F (S)-(3-(2-((1-hydroxybutan-2-yl)amino)-5-(trifluoromethyl)pyrimidin-4-yl)-1H-indol-7-yl)dimethylphosphine oxide